O=C(C(=O)OCCC(CCC=C(C)C)C)C1=CC=CC=C1 3,7-dimethyl-6-octenyl 2-oxo-2-phenylacetate